4-(4-propoxyphenyl)-2-[4,7,10-tris(carboxymethyl)-1,4,7,10-tetraazacyclododecan-1-yl]butanoic acid C(CC)OC1=CC=C(C=C1)CCC(C(=O)O)N1CCN(CCN(CCN(CC1)CC(=O)O)CC(=O)O)CC(=O)O